N-((7-methyl-3H-imidazo[4,5-b]pyridin-2-yl)methyl)-6-morpholino-3-(thiophen-3-yl)imidazo[1,2-b]pyridazin-8-amine CC1=C2C(=NC=C1)NC(=N2)CNC=2C=1N(N=C(C2)N2CCOCC2)C(=CN1)C1=CSC=C1